ClC=1C(=C(CNC(CN[C@@H]2CC[C@H](CC2)O)=O)C=CC1)F N-(3-chloro-2-fluorobenzyl)-2-(((trans)-4-hydroxycyclohexyl)amino)acetamide